C(#N)C1=NC(=CC(=C1)[C@@H](C)NC(C1=CN=CC(=C1N1C[C@]2(CCCN2)CC1)C1=CC(=CC(=C1)F)F)=O)C N-[(R)-1-(2-cyano-6-methyl-4-pyridyl)ethyl]-4-{(S)-1,7-diaza-7-spiro[4.4]nonyl}-5-(3,5-difluorophenyl)nicotinamide